NCCNC1CCN(CC1)C=1C=C(C=CC1)N1C=CC2=CC=CC(=C12)C N-(3-(4-((2-aminoethyl)amino)piperidin-1-yl)phenyl)-7-methyl-1H-indole